3-((indole-2,3-dione-1-yl)methyl)-N-hydroxybenzamide N1(C(C(C2=CC=CC=C12)=O)=O)CC=1C=C(C(=O)NO)C=CC1